(R)-3-(4-(2-(2-methyltetrazol-5-yl)pyridin-5-yl)3-fluorophenyl)-5-hydroxymethyloxazolidin-2-one dihydrogen Phosphate P(=O)(O)(O)O.CN1N=C(N=N1)C1=NC=C(C=C1)C1=C(C=C(C=C1)N1C(O[C@H](C1)CO)=O)F